(3aS,6aS)-N-[4-(3-cyanophenyl)-5-(2,6-dimethyl-4-pyridyl)thiazol-2-yl]-3-oxo-1,2,3a,4,6,6a-hexahydropyrrolo[3,4-c]pyrrol-5-carboxamid C(#N)C=1C=C(C=CC1)C=1N=C(SC1C1=CC(=NC(=C1)C)C)NC(=O)N1C[C@H]2[C@@H](C1)C(NC2)=O